CNC(O[C@H]1C[C@H]2N(C3=C(N(C2)C2=CC=C(C=C2)C(F)(F)F)C=CC=N3)C1)=O (6aR,8S)-5-(4-(trifluoromethyl)phenyl)-5,6,6a,7,8,9-hexahydropyrido[3,2-e]pyrrolo[1,2-a]pyrazin-8-yl methylcarbamate